C(C)(C)(C)OC(=O)N1[C@H](C[C@@H](CC1)OS(=O)(=O)C)C (2S,4R)-2-methyl-4-((methylsulfonyl)oxy)piperidine-1-carboxylic acid tert-butyl ester